(S,S)-N-(2',6'-dimethyl-benzylsulfonyl)-1,2-diphenyl-ethylenediamine CC1=C(CS(=O)(=O)N[C@H]([C@@H](N)C2=CC=CC=C2)C2=CC=CC=C2)C(=CC=C1)C